COC1=C(CCN)C=C(C(=C1)C)CCO 2-methoxy-5-hydroxyethyl-4-methylphenethylamine